7-chloro-2-(2-methylpyrazol-3-yl)naphthalen-1-ol ClC1=CC=C2C=CC(=C(C2=C1)O)C=1N(N=CC1)C